Cl.Cl.ClC=1C=C(C(=C(N)C1)C)CN1C[C@@H](NCC1)C 5-chloro-2-methyl-3-[[(3S)-3-methylpiperazin-1-yl]methyl]aniline dihydrochloride